(difluoromethoxy)-1-methyl-1H-pyrazole FC(OC1=NN(C=C1)C)F